nitro-1H-pyrazole-3-carboxylic acid methyl ester COC(=O)C1=NN(C=C1)[N+](=O)[O-]